C1(CC1)S(=O)(=O)NC1=CC(=NC=C1)CNC(=O)N1CCN(CC1)C1=NC(=CN=C1)OCC N-[(4-cyclopropanesulfonamidopyridin-2-yl)methyl]-4-(6-ethoxypyrazin-2-yl)piperazine-1-carboxamide